dibenzoylmethylene(3-tert-butyl-5-methyl-cyclopentadienyl)(fluorenyl)hafnium dichloride [Cl-].[Cl-].C(C1=CC=CC=C1)(=O)C(C(C1=CC=CC=C1)=O)=[Hf+2](C1=CC=CC=2C3=CC=CC=C3CC12)C1C=C(C=C1C)C(C)(C)C